C1(=CC=CC=C1)NC(O[C@H](C(F)(F)F)[C@]1(CN(CC1)C(C)(C)C=1C=NC(=CC1)C)CCC=1SC(=CC1)F)=O |o1:14| (S)-2,2,2-trifluoro-1-((R or S)-3-(2-(5-fluoro-thiophen-2-yl)ethyl)-1-(2-(6-methylpyridin-3-yl)propan-2-yl)pyrrolidin-3-yl)ethyl phenylcarbamate